benzo[g]quinolin-5-ylboronic acid N1=CC=CC2=C(C3=C(C=C12)C=CC=C3)B(O)O